C1(CC1)C[C@@H](C(=O)OC)N1C(C2=C(C=C1)C=CN2)=O Methyl (2S)-3-cyclopropyl-2-(7-oxo-1H-pyrrolo[2,3-c]pyridin-6-yl)propanoate